N1CC(C1)NC(C1=C(C=C(C(=C1)F)N1N=C2N(CCCC2)C1=O)O[C@H](C(F)(F)F)C)=O N-(azetidin-3-yl)-5-fluoro-4-(3-oxo-5,6,7,8-tetrahydro[1,2,4]triazolo[4,3-a]pyridin-2(3H)-yl)-2-{[(2S)-1,1,1-trifluoropropan-2-yl]oxy}benzamide